9H-fluoren-9-ylmethyl (4-aminobenzyl)carbamate NC1=CC=C(CNC(OCC2C3=CC=CC=C3C=3C=CC=CC23)=O)C=C1